ClC(C=1C=C(C=C(C1)C(Cl)(Cl)Cl)O)(Cl)Cl 3,5-bis(trichloromethyl)phenol